5-chloro-N-[(1S)-4,4-difluoro-1-[2-(methylamino)-2-oxo-acetyl]pentyl]-2-[[(2S)-2-methoxypropanoyl]amino]benzamide ClC=1C=CC(=C(C(=O)N[C@@H](CCC(C)(F)F)C(C(=O)NC)=O)C1)NC([C@H](C)OC)=O